1H,1'H-4,4'-bipyrazole N1N=CC(=C1)C=1C=NNC1